potassium trimethyl-(vinyl)boron CC(=C(C)C)[B].[K]